Cl.NC\C=C(\CN1N=NC2=C1C=C(C=C2C2=CC(=CC=C2)S(NCC2=CC=C(C=C2)OC)(=O)=O)C(=O)OC)/F methyl (Z)-1-(4-amino-2-fluorobut-2-en-1-yl)-4-(3-(N-(4-methoxybenzyl) sulfamoyl) phenyl)-1H-benzo[d][1,2,3]triazole-6-carboxylate hydrochloride